C(=O)(O)C=1C(C(C2=CC=CC=C2C1)N=NC1=C(C=C(C=C1)C)S(=O)(=O)[O-])=O.[Ca+2].C(=O)(O)C=1C(C(C2=CC=CC=C2C1)N=NC1=C(C=C(C=C1)C)S(=O)(=O)[O-])=O calcium 2-[(3-carboxy-2-oxo-naphthalen-1-yl) diazenyl]-5-methylbenzenesulfonate